di(ethyl acetoacetate) titanium [Ti+2].C(C)CC(CC(=O)[O-])=O.C(C)CC(CC(=O)[O-])=O